1-(5-(8-methyl-8-phenyl-7,8-dihydro-6H-pyrrolo[2',1':2,3]imidazo[4,5-b]pyridin-2-yl)pyrimidin-2-yl)piperidin-4-ol CC1(CCC2=NC=3C(=NC(=CC3)C=3C=NC(=NC3)N3CCC(CC3)O)N21)C2=CC=CC=C2